5-bromo-3-iodo-pyridin-2-amine BrC=1C=C(C(=NC1)N)I